C1(CCCCC1)C=C(C(=O)O)C.C(C(=C)C)(=O)OC1CCCCC1 cyclohexyl methacrylate (cyclohexylmethacrylate)